FC1=C(C=C2C(CCC2=C1)O)C1=NC=2C=CNC(C2C(=C1)NC1=NC=C(C=C1)N1CCC(CC1)O)=O 2-(6-fluoro-3-hydroxy-indan-5-yl)-4-[[5-(4-hydroxy-1-piperidyl)-2-pyridyl]amino]-6H-1,6-naphthyridin-5-one